C(C)N1N=CC(=C1)NC(=O)C1=CC=2N(C=C1Cl)N=C(C2CC)C(O)(C2=C(C=CC=C2)F)C2=C(C=CC=C2)F 2-[Bis-(2-fluoro-phenyl)-hydroxymethyl]-6-chloro-3-ethyl-pyrazolo[1,5-a]pyridine-5-carboxylic acid (1-ethyl-1H-pyrazol-4-yl)-amide